C(C1=CC=CC=C1)N1C[C@H]([C@@H](C1)C1=CC(=CC=C1)OC)C#N trans-1-benzyl-4-(3-methoxyphenyl)pyrrolidine-3-carbonitrile